2-(4-Bromophenyl)-7-(trifluoromethyl)-3-cyano-4,5,6,7-tetrahydropyrazolo[1,5-a]pyrimidine BrC1=CC=C(C=C1)C1=NN2C(NCCC2C(F)(F)F)=C1C#N